rac-(3R*,4R*)-1-Cyclohexyl-4-{[5-(2,4-difluoro-phenyl)-isoxazole-3-carbonyl]-amino}-piperidine-3-carboxylic acid (1-methyl-1-pyridin-2-yl-ethyl)-amide CC(C)(C1=NC=CC=C1)NC(=O)[C@@H]1CN(CC[C@H]1NC(=O)C1=NOC(=C1)C1=C(C=C(C=C1)F)F)C1CCCCC1 |r|